9,10-bis[2-(1-naphthyl)phenyl]-2-tert-butyl-anthracene C1(=CC=CC2=CC=CC=C12)C1=C(C=CC=C1)C=1C2=CC=CC=C2C(=C2C=CC(=CC12)C(C)(C)C)C1=C(C=CC=C1)C1=CC=CC2=CC=CC=C12